BrC1=C2C=CNC2=C(C=C1C)F 4-bromo-7-fluoro-5-methyl-1H-indole